ClC1=C(C(=O)N(C2=CC=NC=C2)C2=CC(=C(C=C2)Cl)C2=NC=CC=C2)C=CC(=C1)C(=O)N 2-chloro-N1-(4-chloro-3-(pyridin-2-yl)phenyl)-N1-(pyridin-4-yl)terephthalamide